FC1=C(C(=C(C=C1OC)OC)F)N1C(N(C2=C(C1)C=NC(=C2)CNC(C=C)=O)CC2=CC(=CC=C2)F)=O N-((3-(2,6-difluoro-3,5-dimethoxyphenyl)-1-(3-fluorobenzyl)-2-oxo-1,2,3,4-tetrahydropyrido[4,3-d]pyrimidin-7-yl)methyl)acrylamide